6-benzofuranylboronic acid O1C=CC2=C1C=C(C=C2)B(O)O